C1NCC12CC1(OCCCO1)C2 7,11-dioxa-2-azadispiro[3.1.56.14]dodecane